NC=1N=CC2=C(N1)N(C(C(=C2)N2CCN(C1=C(C=CC=C21)C)C(C=C)=O)=O)C2=CC=C(C=C2)N(C)CCN(C)C 2-amino-8-[4-[2-(dimethylamino)ethyl-methyl-amino]phenyl]-6-(5-methyl-4-prop-2-enoyl-2,3-dihydroquinoxalin-1-yl)pyrido[2,3-d]pyrimidin-7-one